ClC1=C(C(=O)NC2=C3C=NN(C3=CC=C2)C)C=C(C=C1)CNC(=O)C1(CC1)O 2-Chloro-5-({[(1-hydroxycyclopropyl)carbonyl]amino}methyl)-N-(1-methyl-1H-indazol-4-yl)benzamide